BrC1=CC=C(C2=NSN=C21)C2=CC=NC=C2 4-bromo-7-(pyridin-4-yl)benzo[c][1,2,5]thiadiazole